methyl (S)-2-((S)-2-((((S)-2-(3-chlorophenyl)-2-methyl-1-phenylpropoxy)carbonyl)amino)hexanamido)-3-((R)-2-oxopyrrolidin-3-yl)propanoate ClC=1C=C(C=CC1)C([C@@H](OC(=O)N[C@H](C(=O)N[C@H](C(=O)OC)C[C@@H]1C(NCC1)=O)CCCC)C1=CC=CC=C1)(C)C